(R)-N-(5-(1-(6-ethoxy-5-methoxypyridin-2-yl)-2-(methylsulfonyl)ethyl)-4,6-dioxo-5,6-dihydro-4H-thieno[3,4-c]pyrrol-1-yl)acetamide C(C)OC1=C(C=CC(=N1)[C@H](CS(=O)(=O)C)N1C(C=2C(C1=O)=CSC2NC(C)=O)=O)OC